4-hydroxyphenethyl (3R,6S)-3,6-dibenzyl-8-((S)-1-((3-hydroxypropyl) amino)-1-oxo-3-phenylpropan-2-yl)-4,7-dioxohexahydro-pyrazino[2,1-c][1,2,4]oxadiazine-1(6H)-carboxylate C(C1=CC=CC=C1)[C@@H]1C(N2C(N(O1)C(=O)OCCC1=CC=C(C=C1)O)CN(C([C@@H]2CC2=CC=CC=C2)=O)[C@H](C(=O)NCCCO)CC2=CC=CC=C2)=O